C(CCCC)O[Nb] pentoxyniobium